butoxyDiethylene glycol CCCCOCCOCCO